N1=C2C(=NC=C1)NC=C2 5H-Pyrrolo[2,3-b]pyrazin